BrC=1OC2=C(N1)C=C(C=C2)C(=O)N(CC2=CC=C(C=C2)OC)C(C2=C(C=CC(=C2)F)Cl)=O 2-bromo-N-(2-chloro-5-fluorobenzoyl)-N-(4-methoxybenzyl)benzo[d]oxazole-5-carboxamide